ClC=1C=C(C=C(C1C1(CC(=C(C2=CC=CC=C12)N)\N=N\[H])S(=O)(=O)O)Cl)C1=CC(=C(C(=C1)Cl)C1(CC(=C(C2=CC=CC=C12)N)\N=N\[H])S(=O)(=O)O)Cl 1,1'-(3,3',5,5'-tetrachloro[1,1'-biphenyl]-4,4'-diyl)bis{4-amino-3-[(E)-diazenyl]naphthalene-1-sulfonic acid}